N-[1-[3-chloro-5-(4,4,5,5-tetramethyl-1,3,2-dioxaborolan-2-yl)phenyl]cyclopropyl]methane-sulfonamide ClC=1C=C(C=C(C1)B1OC(C(O1)(C)C)(C)C)C1(CC1)NS(=O)(=O)C